ClC1=C(C=C(C=C1)[C@H]1O[C@H](CCC1)COC(CCCC=CCCCC)=O)C1=CC=C(C=C1)OCC (2S,3S,4R,5R,6R)-2-(4-chloro-3-(4-ethoxyphenyl)phenyl)-6-((5-decenoyloxy)methyl)tetrahydro-2H-pyran